methyl (R)-(5-methyl-2'-oxo-6'-(2-(trifluoromethyl)piperidin-1-yl)-1',2'-dihydro-[4,4'-bipyridin]-2-yl)carbamate CC=1C(=CC(=NC1)NC(OC)=O)C1=CC(NC(=C1)N1[C@H](CCCC1)C(F)(F)F)=O